N-((S)-(4-chlorophenyl)((2R)-tetrahydro-2-furanyl)methyl)-1-(((3S)-1-((3-cyano-1-azetidinyl)sulfonyl)-3-piperidinyl)carbonyl)-D-prolinamide ClC1=CC=C(C=C1)[C@H](NC([C@@H]1N(CCC1)C(=O)[C@@H]1CN(CCC1)S(=O)(=O)N1CC(C1)C#N)=O)[C@@H]1OCCC1